COC1=CC=C(C=C1)Cl (S)-4-methoxychlorobenzene